FC1=CC(=C(C=C1)N1CN(C(C2=CC=C(C=C12)C(F)(F)F)=O)C1=CC(=CC=C1)S(=O)(=O)C)C 1-(4-fluoro-2-methylphenyl)-3-(3-(methylsulfonyl)phenyl)-7-(trifluoromethyl)-2,3-dihydro-quinazolin-4(1H)-one